5-fluoro-6-isopropoxy-3-((2-(trimethylsilyl)ethoxy)methyl)quinazolin-4(3H)-one FC1=C2C(N(C=NC2=CC=C1OC(C)C)COCC[Si](C)(C)C)=O